NC=1C2=C(N=CN1)N(C(=C2C2=CC(=C(C=C2)OC2=NC=CC(=N2)OC)F)C2=CC=C(C=C2)NC(C(=C)C)=O)C N-(4-(4-amino-5-(3-fluoro-4-((4-methoxy-pyrimidin-2-yl)oxy)phenyl)-7-methyl-7H-pyrrolo[2,3-d]pyrimidin-6-yl)phenyl)methacrylamide